C(C)OC(C1=CN=C(C(=C1)[N+](=O)[O-])C1=C(CCC1)C(=O)OCCCC)=O 6-(2-(Ethyl-(ethoxycarbonyl))cyclopent-1-en-1-yl)-5-nitronicotinic acid ethyl ester